benzoyl-phenyl-thiourea C(C1=CC=CC=C1)(=O)N(C(=S)N)C1=CC=CC=C1